(6Z,16Z)-12-((Z)-dec-4-enyl)docosa-6,16-dien-11-yl-5-(dimethylamino)pentanoat C(CC\C=C/CCCCC)C(C(CCC\C=C/CCCCC)OC(CCCCN(C)C)=O)CCC\C=C/CCCCC